2-(2,4-dimethoxyphenyl)-1-(3,4,5-trimethoxyphenyl)-1H-benzo[d]imidazole COC1=C(C=CC(=C1)OC)C1=NC2=C(N1C1=CC(=C(C(=C1)OC)OC)OC)C=CC=C2